C(N)(O[C@H]1[C@@H](C2=C(C=CC=C2C1)Cl)O)=O (1R,2R)-7-chloro-1-hydroxy-2,3-dihydro-1H-inden-2-yl carbamate